The molecule is an organic sodium salt that is the tetrasodium salt of cangrelor. Used as an intravenous antiplatelet drug that prevents formation of harmful blood clots in the coronary arteries. It has a role as a platelet aggregation inhibitor and a P2Y12 receptor antagonist. It contains a cangrelor(4-). CSCCNC1=C2C(=NC(=N1)SCCC(F)(F)F)N(C=N2)[C@H]3[C@@H]([C@@H]([C@H](O3)COP(=O)([O-])OP(=O)(C(P(=O)([O-])[O-])(Cl)Cl)[O-])O)O.[Na+].[Na+].[Na+].[Na+]